COC=1C=CC(=C(C(=O)[O-])C1)[N+](=O)[O-] 5-Methoxy-2-nitro-benzoate